dimethyl N-(tert-butoxycarbonyl)-N-methyl-L-glutamate C(C)(C)(C)OC(=O)N([C@@H](CCC(=O)OC)C(=O)OC)C